N1C=NC2=C1C=CC(=C2)N2C(OC[C@@H]2C2=CC(=C(C=C2)OCCC(F)F)F)=O (S)-3-(1H-benzo[d]imidazol-5-yl)-4-(4-(3,3-difluoropropoxy)-3-fluorophenyl)oxazolidin-2-one